oxo-CoA O=NC=1C=2N=CN([C@H]3[C@H](O)[C@H](OP(=O)(O)O)[C@@H](COP(=O)(O)OP(=O)(O)OCC(C)(C)[C@@H](O)C(=O)NCCC(=O)NCCS)O3)C2N=CN1